Methyl 5-bromo-2-(bromomethyl)-3-fluoro-benzoate Methyl-5-bromo-3-fluoro-2-methylbenzoate COC(C1=C(C(=CC(=C1)Br)F)C)=O.BrC=1C=C(C(=C(C(=O)OC)C1)CBr)F